FC1=C(C(=C(C=C1OC)OC)F)N1C(N(C2=C(C1)C=NC1=C2C=C(N1)CCN1CCN(CC1)CC)C1=CC(=CC=C1)F)=O 3-(2,6-difluoro-3,5-dimethoxyphenyl)-1-(3-fluorophenyl)-8-[2-(4-ethylpiperazin-1-yl)ethyl]-1,3,4,7-tetrahydro-2H-pyrrolo[3',2':5,6]pyrido[4,3-d]pyrimidin-2-one